C(=O)(O)C1=CC=[N+](C=C1)[O-] 4-carboxypyridine-1-oxide